(Z)-3-bromo-3-(p-chlorophenyl)acrolein Br\C(=C/C=O)\C1=CC=C(C=C1)Cl